FC1=C(C(=O)N(C)OC)C=CC(=C1)C 2-fluoro-N-methoxy-N,4-dimethylbenzamide